3-(1H-imidazol-1-yl)propanal hydrochloride Cl.N1(C=NC=C1)CCC=O